6-(2-Methoxybenzylamino)-9-β-D-arabinofuranosylpurin COC1=C(CNC2=C3N=CN(C3=NC=N2)[C@H]2[C@@H](O)[C@H](O)[C@H](O2)CO)C=CC=C1